N-(1,3-dimethylbutyl)-3-(methyldimethoxysilyl)-1-propylamine CC(CC(C)C)NCCC[Si](OC)(OC)C